bis(1,2,2,6,6-pentamethyl-4-piperidyl)-n-butyl-3,5-di-tert-butyl-4-hydroxy-benzylmalonate CN1C(CC(CC1(C)C)C(C1=CC(=C(C(=C1)C(C)(C)C)O)C(C)(C)C)(C(C(=O)[O-])(C(=O)[O-])CCCC)C1CC(N(C(C1)(C)C)C)(C)C)(C)C